NC1=CC(=NC=C1)OCCC(C)(O)C 4-((4-aminopyridin-2-yl)oxy)-2-methylbutan-2-ol